(1s,3s)-3-(methylamino)-1-(trifluoromethyl)cyclobutan-1-ol CNC1CC(C1)(O)C(F)(F)F